CC1=C(C=CC=2N(C(=NC21)C=2N(C(C(=C(N2)C(NC=2C=NOC2)=O)O)=O)C)C2CCC2)C(=O)N methyl-1-cyclobutyl-2-{5-hydroxy-1-methyl-4-[(1,2-oxazol-4-yl)carbamoyl]-6-oxo-1,6-dihydropyrimidin-2-yl}-1H-1,3-benzodiazole-5-carboxamide